NC=1C2=C(N=C(N1)Cl)N(C=C2C2=NN(C=C2Cl)C)[C@H]2[C@@H]([C@@H]([C@H](C2)C2=CC(=CC=C2)CN2CCC2)O)O (1R,2S,3R,5R)-3-(4-amino-2-chloro-5-(4-chloro-1-methyl-1H-pyrazol-3-yl)-7H-pyrrolo[2,3-d]pyrimidin-7-yl)-5-(3-(azetidin-1-ylmethyl)phenyl)cyclopentane-1,2-diol